FC=1C=C(CC=2C=NN(C2)C(=O)N[C@@H]2C(N(C3=C(OC2)C=CC(=C3)OCC3=CC=C(C=C3)F)C)=O)C=CC1 (S)-4-(3-fluorobenzyl)-N-(7-((4-fluorobenzyl)oxy)-5-methyl-4-oxo-2,3,4,5-tetrahydrobenzo[b][1,4]oxazepin-3-yl)-1H-pyrazole-1-carboxamide